OCCC=1C(=C(C(=CC1N)[N+](=O)[O-])OC)[N+](=O)[O-] hydroxyethyl-2,6-dinitro-p-aminoanisole